C1(CC1)C=1C=CC2=C(N(C(C(=N2)C=2C=CC3=C(N(C=N3)C3CCCC3)C2)=O)C2=CC=C(C=C2)OC(F)F)N1 6-cyclopropyl-4-(4-(difluoromethoxy)phenyl)-2-(1-cyclopentyl-1H-benzo[d]imidazol-6-yl)-pyrido[2,3-b]pyrazin-3(4H)-one